N6-[2-[[4-(2,4-dichlorophenyl)-5-(1H-imidazol-2-yl)-2-pyrimidinyl]amino]ethyl]-3-nitro-2,6-pyridinediamine C1=CC(=C(C=C1Cl)Cl)C2=NC(=NC=C2C3=NC=CN3)NCCNC4=NC(=C(C=C4)[N+](=O)[O-])N